N1=CC(=CC=C1)C1CN(C1)C(C)=O 1-(3-(pyridin-3-yl)azetidin-1-yl)ethan-1-one